COC=1C=C(C=CC1OCC=C)C1=NC2=CC(=CC(=C2C(C1OCC=C)=O)OCC=C)OC 2-(3-methoxy-4-(2-propen-1-yloxy)-phenyl)-7-methoxy-3,5-di-(2-propen-1-oxy)-quinolin-4-one